butylenebislinoleic acid amide C(CCCCCCCC\C=C/C\C=C/CCCCCCCC(=O)N)CCCCC\C=C/C\C=C/CCCCCCCC(=O)N